C(C)OC1=CC(=C2C=NC=NC2=C1)C=1N=CC(=NC1)N1CCN(CC1)C(CC1=CC=CC=C1)=O 1-{4-[5-(7-ethoxyquinazolin-5-yl)pyrazin-2-yl]piperazin-1-yl}-2-phenyl-ethanone